C(C)(C)C1=C(NC2=CC=C(C=C12)N1CCN(CC1)CCNC)C1=C2C(=NC=C1)NC=C2 2-(4-(3-isopropyl-2-(1H-pyrrolo[2,3-b]pyridin-4-yl)-1H-indol-5-yl)piperazin-1-yl)-N-methylethan-1-amine